1-(4-chlorophenyl)-2-(2-(4-chlorophenyl)-3-hydroxy-5-methoxy-1-(4-methoxyphenyl)-1H-indol-4-yl)ethane-1,2-dione ClC1=CC=C(C=C1)C(C(=O)C1=C2C(=C(N(C2=CC=C1OC)C1=CC=C(C=C1)OC)C1=CC=C(C=C1)Cl)O)=O